CC1=C(C=C(C=C1)NC(=O)N1C=NC=C1)C1=NC=CC=C1 N-[4-Methyl-3-(2-pyridyl)phenyl]imidazole-1-carboxamide